2-{[2-(isoquinolin-3-yl)-5H,6H,7H-cyclopenta[d]pyrimidin-4-yl](methyl)amino}-N-(1-methyl-1H-pyrazol-4-yl)acetamide C1=NC(=CC2=CC=CC=C12)C=1N=C(C2=C(N1)CCC2)N(CC(=O)NC=2C=NN(C2)C)C